zinc (II) hexadecyl fluoride C(CCCCCCCCCCCCCCC)F.[Zn+2]